C(CCCC)OC=1C2=CC=CC=C2C(=C2C=CC=CC12)OCCCCC 9,10-bis(n-pentyloxy)anthracene